CC1(C[C@H](C(N1)=O)CCC(C(=O)N)O)C 4-[(3R)-5,5-dimethyl-2-oxopyrrolidin-3-yl]-2-hydroxybutyramide